OC[C@@H](C)NC1=CC(=CC(=N1)N1C(C2=CC=CC(=C2C1)C(F)(F)F)=O)[C@@H](CC1=NN=CN1C)C 2-(6-((R)-1-hydroxypropan-2-ylamino)-4-((R)-1-(4-methyl-4H-1,2,4-triazol-3-yl)propan-2-yl)pyridin-2-yl)-4-(trifluoromethyl)isoindolin-1-one